Methyl-(2S)-2-[4-bromo-2-(4-ethoxy-4,5-dihydroisoxazol-3-yl)phenoxy]-3-cyclopropylpropanoat COC([C@H](CC1CC1)OC1=C(C=C(C=C1)Br)C1=NOCC1OCC)=O